2-(1-(tert-Butoxycarbonyl)-2,5-dihydro-1H-pyrrol-3-yl)acetic acid C(C)(C)(C)OC(=O)N1CC(=CC1)CC(=O)O